C(C)OC(CCCOCO[Hf])(OCC)OCC triethoxyn-Butoxymethoxyhafnium